ClC1=C(C=C(C(=N1)C(=O)O)C)C#N 6-Chloro-5-cyano-3-methylpicolinic acid